O[C@H](CCOC1=C(C=CC=C1)CCC(=O)O)CCC1=CC(=CC=C1)[C@@H](CC1=CC=CC=C1)O 3-[2-[(3S)-3-hydroxy-5-[3-[(1R)-1-hydroxy-2-phenylethyl]phenyl]pentoxy]phenyl]propanoic acid